(1R,2S,3S,4R)-3-((2-(5-fluoro-1H-pyrrolo[2,3-b]pyridin-3-yl)-6-vinylpyrrolo[2,1-f][1,2,4]triazin-4-yl)amino)bicyclo[2.2.2]octane-2-carboxylic acid FC=1C=C2C(=NC1)NC=C2C2=NN1C(C(=N2)N[C@@H]2[C@H](C3CCC2CC3)C(=O)O)=CC(=C1)C=C